COCN1C(N(C2C1N(C(N2COC)=O)COC)COC)=O 1,3,4,6-tetrakis-methoxymethyl-tetrahydro-imidazo[4,5-d]imidazole-2,5-dione